tert-butyl-(N-(4-((3-cyano-6,7-dimethoxyquinolin-4-yl)thio)butyl)sulfamoyl)carbamic acid C(C)(C)(C)N(C(O)=O)S(NCCCCSC1=C(C=NC2=CC(=C(C=C12)OC)OC)C#N)(=O)=O